FCCNC([C@@H](CC=1NCNC(C1O)=O)C1=CC=C(C=C1)C#CC1=CC=C(C=C1)CN1CCOCC1)=O (S)-N-(2-fluoroethyl)-3-(5-hydroxy-6-oxo-dihydropyrimidin-4-yl)-2-(4-((4-(morpholinomethyl)phenyl)ethynyl)phenyl)propanamide